5-methyl-5-mercapto-nonane CC(CCCC)(CCCC)S